1,4-dibromo-decane BrCCCC(CCCCCC)Br